BrC1=NN2C(N=C(C=C2NC[C@@]2(C[C@@H](CC2)NC)C=2C=NC=CC2)C(F)(F)F)=C1 |o1:11,13| 2-bromo-N-(((1S*,3R*)-3-(methylamino)-1-(pyridin-3-yl)cyclopentyl)methyl)-5-(trifluoromethyl)pyrazolo[1,5-a]pyrimidin-7-amine